(1R,4R)-4-(3-Chloroanilino)-5'-fluoro-2'-[(2R)-3-{[(5R,8R)-8-fluoro-5-methyl-5,6,7,8-tetrahydroquinolin-4-yl]oxy}-2-methylpropyl]spiro[cyclohexane-1,1'-indene]-4-carboxylic acid ClC=1C=C(NC2(CCC3(C(=CC4=CC(=CC=C34)F)C[C@H](COC3=CC=NC=4[C@@H](CC[C@H](C34)C)F)C)CC2)C(=O)O)C=CC1